1-((2R,3R)-3-((S)-4-((1S,2S)-2-(2-chlorophenyl)-4,4-dimethylcyclohexane-1-carbonyl)-2-methylpiperazin-1-yl)-2-methylazetidin-1-yl)prop-2-en-1-one ClC1=C(C=CC=C1)[C@@H]1[C@H](CCC(C1)(C)C)C(=O)N1C[C@@H](N(CC1)[C@H]1[C@H](N(C1)C(C=C)=O)C)C